P(=O)(O)(O)O.C1(=CC=CC2=CC=CC=C12)O.C1(=CC=CC2=CC=CC=C12)O dinaphthol phosphate